OC1(CC=C(C=C1)C)O 4,4-dihydroxyphenyl-methane